I[C@H]1[C@@H](CCCC1)C (1r,2r)-1-iodo-2-methylcyclohexane